tert-Butyl-4-(4-(2-(3-amino-6-cyanothieno[2,3-b]pyridine-2-carboxamido)ethyl)-2,5-difluorophenyl)piperazine C(C)(C)(C)N1CCN(CC1)C1=C(C=C(C(=C1)F)CCNC(=O)C1=C(C=2C(=NC(=CC2)C#N)S1)N)F